tert-butyl (S)-(1-(2-(imino(phenyl)methyl)-1-methylhydrazinyl)-1-oxopropan-2-yl)carbamate N=C(NN(C)C([C@H](C)NC(OC(C)(C)C)=O)=O)C1=CC=CC=C1